C(CCC\C=C/C\C=C/C\C=C/C\C=C/CCCCC)(=O)N[C@H](CC(C)C)C(=O)O N-arachidonoyl-D-leucine